4-bromo-N-(5-bromo-pyrazin-2-yl)-3-fluoro-benzamide BrC1=C(C=C(C(=O)NC2=NC=C(N=C2)Br)C=C1)F